N-[3-[(4-amino-6,7-dimethoxy-quinazolin-2-yl)-methyl-amino]propyl]tetrahydrofuran-2-carboxamide NC1=NC(=NC2=CC(=C(C=C12)OC)OC)N(CCCNC(=O)C1OCCC1)C